ClC1=CC(=NC(=C1)N1CCOCC1)C=1NC(=NC1)N 4-[4-chloro-6-(morpholin-4-yl)pyridin-2-yl]-3H-imidazol-2-amine